[N+](#[C-])C1=C(C(=O)C2=CC=CC=C2)C=CC=C1 2-ISOCYANOBENZOPHENONE